Cl.Cl.Cl mono-hydrochloride, bis-hydrochloride